4-fluoro-N-[4-fluoro-5-[2-[(2R)-2-methylmorpholin-4-yl]pyrimidin-5-yl]-2-[(3S,5R)-3,4,5-trimethylpiperazin-1-yl]phenyl]-2-(trifluoromethyl)benzamide FC1=CC(=C(C(=O)NC2=C(C=C(C(=C2)C=2C=NC(=NC2)N2C[C@H](OCC2)C)F)N2C[C@@H](N([C@@H](C2)C)C)C)C=C1)C(F)(F)F